C(CCCCCCCCCCCCC)(=O)N[C@@H](C(O)[C@H]1[C@H](O)[C@@H](O)[C@H](O)[C@H](O1)C(=O)O)[C@H](O)CCCCCCCCCCCCCCC N-(tetradecanoyl)-1-beta-glucuronosyl-sphinganine